CC(C)C(=O)N[C@@H](CS)C(=O)O N-Isobutyryl-L-cysteine